3-[4-[1-[2-[4-[[2,6-dimethoxy-4-(6-methyl-7-oxo-1H-pyrazolo[3,4-c]pyridin-4-yl)phenyl]methyl]piperazin-1-yl]-2-oxo-ethyl]-4-piperidyl]anilino]piperidine-2,6-dione COC1=C(C(=CC(=C1)C=1C2=C(C(N(C1)C)=O)NN=C2)OC)CN2CCN(CC2)C(CN2CCC(CC2)C2=CC=C(NC1C(NC(CC1)=O)=O)C=C2)=O